Pentaisopropoxy(trimethylsilyloxy)tungsten C(C)(C)O[W](O[Si](C)(C)C)(OC(C)C)(OC(C)C)(OC(C)C)OC(C)C